ClC1=C(C=C(C=C1)F)[C@H]1C=2N([C@@H](C(N1)=O)C)C(=CC2NC(C2=CC(=CC(=C2)C(F)(F)F)F)=O)C(=O)NC (1S,4R)-1-(2-chloro-5-fluorophenyl)-8-(3-fluoro-5-(trifluoromethyl)benzamido)-N,4-dimethyl-3-oxo-1,2,3,4-tetrahydropyrrolo[1,2-a]pyrazine-6-carboxamide